OC(C(=O)O)CC 2-hydroxy-n-butyric acid